2-(2-((2S,6R)-2,6-dimethyl-1-(1-(6-methylpyridin-3-yl)cyclopropyl)-4-(pyridin-2-yl)piperidin-4-yl)ethyl)-5-fluoropyridine C[C@@H]1N([C@@H](CC(C1)(C1=NC=CC=C1)CCC1=NC=C(C=C1)F)C)C1(CC1)C=1C=NC(=CC1)C